C(C1=CC=CC=C1)OC(=O)NC(C(=O)O)C(C)OC(C)(C)C 2-{[(benzyloxy)carbonyl]amino}-3-(tert-butoxy)butanoic acid